(R)-2-(4,4-difluoroazepan-1-yl)-4-methyl-N-(3-(S-methylsulfonimidoyl)phenyl)-5-(trifluoromethyl)nicotinamide FC1(CCN(CCC1)C1=C(C(=O)NC2=CC(=CC=C2)[S@@](=O)(=N)C)C(=C(C=N1)C(F)(F)F)C)F